1-azaspiro[2.3]hexane N1CC12CCC2